phenyl-2,2-dimethylpropionate C1(=CC=CC=C1)OC(C(C)(C)C)=O